NC1=C(C=NN1CF)S(=O)(=O)NC=1C=CC(=C2C(=CNC12)C#N)C 5-amino-N-(3-cyano-4-methyl-1H-indol-7-yl)-1-(fluoromethyl)pyrazole-4-sulfonamide